C(#N)C=1C=CC(=C(C1)N1/C(/SCC1=O)=N/C(=O)NC1=C(C=C(C=C1)C1=NN(C=N1)C1=CC=C(C=C1)OC(F)(F)F)F)OCCC(F)(F)F (Z)-1-(3-(5-cyano-2-(3,3,3-trifluoropropoxy)phenyl)-4-oxothiazolidin-2-ylidene)-3-(2-fluoro-4-(1-(4-(trifluoromethoxy)phenyl)-1H-1,2,4-triazol-3-yl)phenyl)urea